C1(CCCC1)CCCC(C)=O cyclopentanePentanone